C(C)(C)(C)C1=CC=C(C=C1)C(CC(=O)C1=C(C=C(OC(C(=O)O)CC)C=C1)O)=O {4-[3-(4-tert-butyl-phenyl)-3-oxopropionyl]-3-hydroxy-phenoxy}-butyric acid